FC(C(=O)O)(F)F.NC1=NC(=NN2C1=NC=C2C=2C=C(C=CC2C)S(=O)(=O)NC21CCC(C2)(C1)CO)C1CC1 3-(4-Amino-2-cyclopropylimidazo[2,1-f][1,2,4]triazin-7-yl)-N-(4-(hydroxymethyl)bicyclo[2.1.1]hexan-1-yl)-4-methylbenzenesulfonamide, Trifluoroacetate Salt